6-(4-((2R,6R)-1-acetyl-4-acryloyl-6-methylpiperazin-2-yl)-6-chloropyridin-2-yl)-2-(dimethylamino)-N-methylpyrimidine-4-carboxamide C(C)(=O)N1[C@@H](CN(C[C@H]1C)C(C=C)=O)C1=CC(=NC(=C1)Cl)C1=CC(=NC(=N1)N(C)C)C(=O)NC